3-(9H-carbazol-9-yl)-5-(1H-indol-1-yl)-N,N-dimethylaniline C1=CC=CC=2C3=CC=CC=C3N(C12)C=1C=C(N(C)C)C=C(C1)N1C=CC2=CC=CC=C12